2-(2-((3'-(aminomethyl)-2'-fluoro-5-(2-oxa-7-azaspiro[3.5]nonan-7-yl)-[1,1'-biphenyl]-3-yl)methoxy)-5-fluorophenyl)acetic acid NCC=1C(=C(C=CC1)C1=CC(=CC(=C1)N1CCC2(COC2)CC1)COC1=C(C=C(C=C1)F)CC(=O)O)F